Cl.N[C@H](C(=O)OC)C1=CC=CC=C1 methyl (S)-2-amino-2-phenylacetate hydrochloride